C(C)C(C=O)(C(C)=O)CC 2,2-diethyl-3-oxo-butanal